ethyl 2-(3-carbamoyl-6-(4-fluorophenethyl)-2-isobutyl-5-(5-methyl-1,3,4-oxadiazol-2-yl)pyridin-4-yl)thiazole-5-carboxylate C(N)(=O)C=1C(=NC(=C(C1C=1SC(=CN1)C(=O)OCC)C=1OC(=NN1)C)CCC1=CC=C(C=C1)F)CC(C)C